N-[(1R,6S)-6-[(4R)-azepan-4-yloxy]-2,2-difluorocyclohexyl]-4-nitrobenzenesulfonamide N1CC[C@@H](CCC1)O[C@H]1CCCC([C@@H]1NS(=O)(=O)C1=CC=C(C=C1)[N+](=O)[O-])(F)F